(S)-N-methylpyrrolidine-2-carboxamide hydrochloride Cl.CNC(=O)[C@H]1NCCC1